2-[(1S)-6,7-dichloro-1-methyl-9-(methylsulfanyl)-1H,3H,4H,5H-pyrido[4,3-b]indole-2-carbonyl]-5-methoxypyrimidine ClC1=C(C=C(C=2C3=C(NC12)CCN([C@H]3C)C(=O)C3=NC=C(C=N3)OC)SC)Cl